O1[C@H](CCC1)CNC(=O)C=1C=2C[C@@H]3[C@H](C2N(N1)C1=C(C=C(C=C1)F)F)C3 (1aR,5aR)-2-(2,4-Difluoro-phenyl)-1a,2,5,5a-tetrahydro-1H-2,3-diaza-cyclopropa[a]pentalene-4-carboxylic acid [(R)-1-(tetrahydro-furan-2-yl)methyl]-amide